C1(=CC=CC=C1)C(=S)C(=S)C1=CC=CC=C1.C1(=CC=CC=C1)C(=S)C(=S)C1=CC=CC=C1.[Ni+2] nickel (II) bis(dithiobenzil)